methyl 6-bromo-2-(trans-4-(dimethylamino) cyclohexyl)-7-methoxy-2,4-dimethylbenzo[d][1,3]dioxole-5-carboxylate BrC=1C(=C(C2=C(OC(O2)(C)[C@@H]2CC[C@H](CC2)N(C)C)C1OC)C)C(=O)OC